2-(6-bromo-3,5-dioxo-4,5-dihydro-1,2,4-triazin-2(3H)-yl)acetonitrile BrC=1C(NC(N(N1)CC#N)=O)=O